N-(cyclopropylmethyl)-6-(2,6-dichloro-3,5-dimethoxyphenyl)-2-(methylthio)pyrido[3,4-d]pyrimidine-8-amine C1(CC1)CNC1=NC(=CC2=C1N=C(N=C2)SC)C2=C(C(=CC(=C2Cl)OC)OC)Cl